CN(CCN(C(=O)[C@@H]1CN(CC[C@H]1NC(=O)C1=NOC(=C1)C1=C(C=C(C=C1)F)F)C1CCCCC1)C)C |o1:7,12| (3R*,4R*)-1-Cyclohexyl-4-{[5-(2,4-difluoro-phenyl)-isoxazole-3-carbonyl]-amino}-piperidine-3-carboxylic acid (2-dimethylamino-ethyl)-methyl-amide